ClC1=NC(N2C(N3C(COCC3)C2)=C1)=O 7-chloro-3,4,11,11a-tetrahydropyrimido[6',1':2,3]imidazo[5,1-c][1,4]oxazin-9(1H)-one